N-(3-chloro-5-fluoroisonicotinyl)-O-(2-methyl-4-(5,6,7,8-tetrahydro-1,8-naphthyridin-2-yl)butyl)homoserine ClC1=C(CN[C@@H](CCOCC(CCC2=NC=3NCCCC3C=C2)C)C(=O)O)C(=CN=C1)F